N-(2-hydroxyethyl)-1,3-diaminopropane OCCNCCCN